2-Ethyl-4-(6-(4-(4-fluorophenyl)-1-isopropyl-1H-imidazol-5-yl)quinolin-3-yl)morpholine C(C)C1CN(CCO1)C=1C=NC2=CC=C(C=C2C1)C1=C(N=CN1C(C)C)C1=CC=C(C=C1)F